hydroxy-L-arginylacetic acid ON[C@@H](CCCNC(N)=N)C(=O)CC(=O)O